NC=1SC2=NC(=CC=C2N1)C=1C=CC(=C(C1)NC(=O)N1OCC[C@H]1C1=CC=CC=C1)C (S)-N-(5-(2-aminothiazolo[5,4-b]pyridin-5-yl)-2-methylphenyl)-3-phenylisoxazolidine-2-carboxamide